3-((1H-pyrrolo[2,3-b]pyridin-5-yl)oxy)-4'-(2-(4-methoxyphenyl)pyrrolidin-1-yl)-N-((3-nitro-4-(((tetrahydro-2H-pyran-4-yl)methyl)amino)phenyl)sulfonyl)-[1,1'-biphenyl]-4-carboxamide N1C=CC=2C1=NC=C(C2)OC=2C=C(C=CC2C(=O)NS(=O)(=O)C2=CC(=C(C=C2)NCC2CCOCC2)[N+](=O)[O-])C2=CC=C(C=C2)N2C(CCC2)C2=CC=C(C=C2)OC